(2S,4R)-N-[(S)-[3-(difluoromethyl)-4-(propan-2-yl)phenyl](phenyl)methyl]-4-fluoro-1-[2-(1H-1,2,3-triazol-5-yl)acetyl]pyrrolidine-2-carboxamide FC(C=1C=C(C=CC1C(C)C)[C@@H](NC(=O)[C@H]1N(C[C@@H](C1)F)C(CC1=CN=NN1)=O)C1=CC=CC=C1)F